4'-(4,4,5,5-tetramethyl-1,3,2-dioxaborolane-2-yl)biphenyl-4-ol CC1(OB(OC1(C)C)C1=CC=C(C=C1)C1=CC=C(C=C1)O)C